NC1=NC2=NC(=CC=C2C(=C1)O)C1=CC=NN1C1OCCCC1 2-amino-7-(1-(tetrahydro-2H-pyran-2-yl)-1H-pyrazol-5-yl)-1,8-naphthyridin-4-ol